FCCCCCN1N=C(C2=CC=CC=C12)C(=O)[O-] 1-(5-fluoropentyl)-1H-indazole-3-carboxylate